1-((S)-2-(3-((2-((3S,4R)-3-fluoro-4-(trifluoromethoxy)piperidin-1-yl)pyrimidin-4-yl)amino)-8-(3-((methylsulfonyl)methyl)azetidin-1-yl)isoquinolin-5-yl)pyrrolidin-1-yl)prop-2-en-1-one F[C@H]1CN(CC[C@H]1OC(F)(F)F)C1=NC=CC(=N1)NC=1N=CC2=C(C=CC(=C2C1)[C@H]1N(CCC1)C(C=C)=O)N1CC(C1)CS(=O)(=O)C